(3-([1,1'-biphenyl]-3-yl)-1H-1,2,4-triazol-5-yl)morpholine-4-carbonitrile C1(=CC(=CC=C1)C1=NNC(=N1)C1N(CCOC1)C#N)C1=CC=CC=C1